ethyl (1R,8S,9s,Z)-bicyclo[6.1.0]non-4-ene-9-carboxylate CCOC(=O)C1[C@H]2[C@@H]1CC/C=C\CC2